C(C)(C)(C)OC(=O)N1CCC(CC1)OCCCC1=CC=C(C=C1)C=1C=2C(=C(SC2N2C(=NN=C2[C@@H](N1)CC(=O)O)C)C)C 2-[(9S)-7-[4-[3-[(1-tert-butoxycarbonyl-4-piperidyl)oxy]propyl]phenyl]-4,5,13-trimethyl-3-thia-1,8,11,12-tetrazatricyclo[8.3.0.02,6]trideca-2(6),4,7,10,12-pentaen-9-yl]acetic acid